OC1(CC1)C1CN(CCN1)C=1N=NC(=CN1)C1=C(C=C(C=C1)C=1C=NNC1)O 2-{3-[3-(1-hydroxycyclopropyl)piperazin-1-yl]-1,2,4-triazin-6-yl}-5-(1H-pyrazol-4-yl)phenol